2-((5-bromo-2-methylpyridin-3-yl)methyl)tetrahydrothiophene 1,1-dioxide BrC=1C=C(C(=NC1)C)CC1S(CCC1)(=O)=O